[Ru](Cl)Cl.[Cl-].[Cl-].N1=CC=CC2=CC=C3C=CC=NC3=C12.N1=CC=CC2=CC=C3C=CC=NC3=C12.N1=CC=CC2=CC=C3C=CC=NC3=C12 tris(1,10-phenanthroline) dichloride ruthenium (II) chloride